C(#N)C1=C(C(=NC(=C1)C(F)(F)F)C(CCC(=O)O)=O)O 4-(4-Cyano-3-hydroxy-6-trifluoromethyl-pyridin-2-yl)-4-oxo-butyric acid